1-(bromomethyl)-2-methylsulfanyl-benzene BrCC1=C(C=CC=C1)SC